trihexyl-tetradecylphosphine bromide [Br-].C(CCCCC)C(CCCCCCCCCCCCCP)(CCCCCC)CCCCCC